(S)-1-[(R)-2-(Diphenylphosphino)ferrocenyl]ethyldi-tert-butylphosphine C1(=CC=CC=C1)P(C=1[C-](C=CC1)[C@H](C)P(C(C)(C)C)C(C)(C)C)C1=CC=CC=C1.[CH-]1C=CC=C1.[Fe+2]